O[C@@H]1CN(C[C@H]1O)C1CCC(CC1)NC1=C2C=C(N(C2=CC=C1)CC(F)(F)F)C#CCNC1=C(C=C(C=C1)S(=O)(=O)N)OC 4-((3-(4-(((1R,4R)-4-((3R,4R)-3,4-dihydroxypyrrolidin-1-yl)cyclohexyl)amino)-1-(2,2,2-trifluoroethyl)-1H-indol-2-yl)prop-2-yn-1-yl)amino)-3-methoxybenzenesulfonamide